FC=1C=CC2=C(C(OC(N2)=O)=O)C1 6-fluoro-2H-3,1-benzoxazine-2,4(1H)-dione